FC=1C=CC(=NC1)C(O)C1CCOCC1 (5-fluoropyridin-2-yl)(tetrahydro-2H-pyran-4-yl)methanol